ClC=1C(=NC=C(C1C)C1=CC(=CC=C1)F)C#N 3-chloro-5-(3-fluorophenyl)-4-methylpicolinonitrile